ClCC=1OC(=NN1)C1=NC=C(C=C1)C1COCC1 2-(chloromethyl)-5-(5-(tetrahydrofuran-3-yl)pyridin-2-yl)-1,3,4-oxadiazole